triacontyl orthoformate C(OCCCCCCCCCCCCCCCCCCCCCCCCCCCCCC)([O-])[O-]